FC1=CC=C(C=C1)C1=NN2C(CN(CC2)C(C#CC2(CC2)NC(OC(C)(C)C)=O)=O)=C1C1=CC=NC=C1 tert-butyl (1-{3-[2-(4-fluorophenyl)-3-(pyridin-4-yl)-6,7-dihydropyrazolo[1,5-a]pyrazin-5(4H)-yl]-3-oxoprop-1-yn-1-yl}cyclopropyl)carbamate